ClC=1C(=CC(=NC1)NC1=C(C=C(C=C1)C(=O)N1CCOCC1)OC)C=1C=NN(C1)C(C)C (4-((5-chloro-4-(1-isopropyl-1H-pyrazol-4-yl)pyridin-2-yl)amino)-3-methoxyphenyl)(morpholino)methanone